FC1CC(CCC1)NC(=O)C=1C(=CC=2N(C1)C=C(N2)C2CCOCC2)OC N-(3-fluorocyclohexyl)-7-methoxy-2-tetrahydropyran-4-yl-imidazo[1,2-a]pyridine-6-carboxamide